C(C\C=C\CCC\C=C/CCCCC)(=O)OC methyl (3E,8Z)-3,8-tetradecadienoate